5-carbomethoxy-1-(4-carbomethoxyphenyl)benzo[d][1,3,2]thiaselenazol-1-one C(=O)(OC)C=1C=CC2=C([Se]NS2(=O)C2=CC=C(C=C2)C(=O)OC)C1